C1(CC1)C=1C=C2C(=C(C(NC2=C2C=CC=NC12)=O)N1CC=CC=C1)C1=C2C=NNC2=C(C=C1)F 6-cyclopropyl-4-(7-fluoro-1H-indazol-4-yl)-3-pyridin-1-yl-1H-1,7-phenanthrolin-2-one